ClC1=C(C=CC(=C1)Cl)C1=CC=C2C(C(COC2=C1)(C)C)NC(O[C@@H]1CN2CCC1CC2)=O (S)-quinuclidin-3-yl (7-(2,4-dichlorophenyl)-3,3-dimethylchroman-4-yl)carbamate